3-[1-benzyloxy-3-[tert-butyl(dimethyl)silyl]oxy-propyl]-1-tert-butoxycarbonyl-azetidine-3-carboxylic acid C(C1=CC=CC=C1)OC(CCO[Si](C)(C)C(C)(C)C)C1(CN(C1)C(=O)OC(C)(C)C)C(=O)O